CN1C=C([C@H]2[C@H](O)[C@H](O)[C@@H](CO)O2)C(NC1=O)=S 1-methyl-4-Thio-pseudouridine